COC=1C(=NC(=NC1C1=CC(=CC=C1)C=1N=NC=CC1)N1CCOCC1)NC=1C=NC=CC1 5-methoxy-2-morpholino-6-(3-(pyridazin-3-yl)phenyl)-N-(pyridin-3-yl)pyrimidin-4-amine